FC1=CC=C(C=C1)S(=O)(=O)[O-] p-fluoro-benzenesulfonate